N-(1-cyclobutyl-3-(3,3-difluoro-1-methylcyclobutyl)-4-methyl-1H-pyrazol-5-yl)-2-(3,3-difluorocyclobutyl)acetamide C1(CCC1)N1N=C(C(=C1NC(CC1CC(C1)(F)F)=O)C)C1(CC(C1)(F)F)C